C(C)N1C(=NN(C1=O)C=1C=C2C(=CN(C(C2=CC1F)=O)[C@H]1[C@H](CCC1)C)C(C)C)CO |o1:20,21| 6-(4-Ethyl-3-(hydroxymethyl)-5-oxo-4,5-dihydro-1H-1,2,4-triazol-1-yl)-7-fluoro-4-isopropyl-2-((1R*,2S*)-2-methylcyclopentyl)isoquinolin-1(2H)-one